C(C)C(CC(=O)NC(C(=O)O)CCN(CCCCC1=NC=2NCCCC2C=C1)CCCC1=CC=CC=C1)CC 2-(3-ethylpentanoylamino)-4-[3-phenylpropyl-[4-(5,6,7,8-tetrahydro-1,8-naphthyridin-2-yl)butyl]amino]butanoic acid